NC1=C(C(=C2C(=N1)OC1=C(C2C2=CC=C(C=C2)OC)SC(N1)=O)C1=CC=C(C=C1)OC)C#N 6-amino-8,9-di(4-methoxyphenyl)-2-oxo-3,9-dihydro-2H-[1,3]thiazolo[5',4':5,6]pyrano[2,3-b]pyridine-7-carbonitrile